ClC1=CC2=C(N(C(N=C2N2[C@H](CN([C@@H](C2)C)C(C=C)=O)C)=O)C=2C(=NC=CC2C)C(C)C)N=C1C1=C(C(=CC=C1)F)C(F)(F)F (M)-6-Chloro-4-[(2S,5R)-2,5-dimethyl-4-prop-2-enoyl-piperazin-1-yl]-7-[3-fluoro-2-(trifluoromethyl)phenyl]-1-(2-isopropyl-4-methyl-3-pyridyl)pyrido[2,3-d]pyrimidin-2-one